CN1C(=NC2=C1C=C(C(=C2)[N+](=O)[O-])C)N2C[C@@H](C[C@H](C2)F)NC2=NC=C(C=N2)C(F)(F)F N-((3R,5R)-1-(1,6-dimethyl-5-nitro-1H-benzo[d]imidazol-2-yl)-5-fluoropiperidin-3-yl)-5-(trifluoromethyl)pyrimidin-2-amine